1-(6-bromo-2-methoxyquinolin-3-yl)-4-(dimethylamino)-2-(naphthalen-1-yl)-1-phenylbutan-2-ol BrC=1C=C2C=C(C(=NC2=CC1)OC)C(C(CCN(C)C)(O)C1=CC=CC2=CC=CC=C12)C1=CC=CC=C1